C(C)N(C1=CC=C(C=C1)C1OC(=O)C2=CC=CC=C12)CC 3-(4-diethylaminophenyl)phthalide